methyl (2,5-dibromothiophen-3-yl)carboxylate Methyl-(((cis-3-(2-amino-6-(methylamino)-9H-purin-9-yl)cyclobutyl)methoxy)(4-bromo-phenoxy)phosphoryl)-L-alaninate CN([C@@H](C)C(=O)O)P(=O)(OC1=CC=C(C=C1)Br)OC[C@@H]1C[C@@H](C1)N1C2=NC(=NC(=C2N=C1)NC)N.BrC=1SC(=CC1C(=O)OC)Br